FC(C1=NC(=NN1C)C=1C=C2CC[C@]3(CN(CC3)C(C(C)C3=NC(=NC(=C3)OC)C)=O)NC2=NC1C)F 1-{(2S)-6-[5-(difluoromethyl)-1-methyl-1H-1,2,4-triazol-3-yl]-7-methyl-3,4-dihydro-1H-spiro[1,8-naphthyridine-2,3'-pyrrolidin]-1'-yl}-2-(6-methoxy-2-methylpyrimidin-4-yl)propan-1-one